6-(2-chloro-1-methyl-1H-imidazol-5-yl)-4-(7H-pyrrolo[2,3-d]pyrimidin-4-yl)-3,4-dihydro-2H-1,4-thiazine ClC=1N(C(=CN1)C1=CN(CCS1)C=1C2=C(N=CN1)NC=C2)C